CC1(OC2=CC(=C(C=C2CC1)O)C(C)(C)C)CC\C=C(\CC\C=C(\CCC=C(C)C)/C)/C 2-Methyl-7-(2-Methyl-2-propyl)-2-[(3E,7E)-4,8,12-trimethyl-3,7,11-tridecatrien-1-yl]-6-chromanol